[Si](C)(C)(C(C)(C)C)C(CC=C)(C#CCCCCCC)O 4-(tert-butyldimethylsilyl)-1-dodecen-5-yn-4-ol